COC([C@@H](C)OC1=CC(=CC=C1)Br)=O (R)-2-(3-bromophenoxy)propionic acid methyl ester